O=C1NC(C(C12CCN(CC2)C([C@@H](C(C)C)NC(C2=C(C=CC(=C2)C(F)(F)F)F)=O)=O)C2=CC=CC=C2)=O N-((2R)-1-(1,3-dioxo-4-phenyl-2,8-diazaspiro[4.5]decan-8-yl)-3-methyl-1-oxobutan-2-yl)-2-fluoro-5-(trifluoromethyl)benzamide